[N+](=O)([O-])C=1C=C(C=C2C(C3=CC=CC=C3C2=O)=O)C=CC1 2-(3-nitrobenzylidene)1,3-indenedione